BrC=1C=CC2=C(N(C(CC(=C2O)C(=O)NC)=O)CC2=CC(=C(C=C2)F)C)C1 8-bromo-1-(4-fluoro-3-methylbenzyl)-5-hydroxy-N-methyl-2-oxo-2,3-dihydro-1H-benzo[b]azepine-4-carboxamide